4-(4-(4-bromophenyl)piperazin-1-yl)aniline BrC1=CC=C(C=C1)N1CCN(CC1)C1=CC=C(N)C=C1